N-(4-cyano-2-fluorophenyl)-5-(2-cyclopropyloxy-3-fluorophenyl)-1H-pyrrole-3-sulfonamide C(#N)C1=CC(=C(C=C1)NS(=O)(=O)C1=CNC(=C1)C1=C(C(=CC=C1)F)OC1CC1)F